C(C)C1C(CCC(C1)(C(F)(F)F)O)(C(=O)O)C Ethyl-4-hydroxy-1-methyl-4-(trifluoromethyl)cyclohexanecarboxylic acid